CC(=C)C=CCCCCCC 2-methyl-1,3-decadiene